ClC=1C=C(C=CC1Cl)C1=CC(C=2C(=C3C=CC(OC3=CC2OC)(C)C)O1)=O 2-(3,4-dichlorophenyl)-5-methoxy-8,8-dimethyl-4H,8H-pyrano[2,3-f]chromen-4-one